CC1=C(C(=CC(=C1)C)C)S(=O)(=O)NCC(=O)O N-(2,4,6-trimethylbenzenesulfonyl)glycine